2,4,5,6-tetra(carbazol-9-yl)-1,3-dicyanobenzene C1=CC=CC=2C3=CC=CC=C3N(C12)C1=C(C(=C(C(=C1C#N)N1C2=CC=CC=C2C=2C=CC=CC12)N1C2=CC=CC=C2C=2C=CC=CC12)N1C2=CC=CC=C2C=2C=CC=CC12)C#N